tert-butyl 5-chloropyrazine-2-carboxylate ClC=1N=CC(=NC1)C(=O)OC(C)(C)C